sodium stearyl lactate sodium salt [Na].C(C(O)C)(=O)OCCCCCCCCCCCCCCCCCC.[Na]